N1(CCCC2=CC=CC=C12)CC1=CC(=NC(=N1)N)NC1=CC=C(C=C1)C 6-((3,4-Dihydroquinolin-1(2H)-yl)methyl)-N4-(p-tolyl)pyrimidine-2,4-diamine